C(#N)COC=1C(=C(C=CC1)N(S(=O)(=O)C)C)CC(C)C N-(3-cyanomethoxy-2-isobutyl-phenyl)-N-methylmethanesulfonamide